imidazo[5,1-a]isoquinoline C=1N=CN2C1C1=CC=CC=C1C=C2